C(C)(C)(C)OC(=O)N[C@@H]1CC[C@H](CC1)N(C(OCC1=NC=CC=C1)=O)C1=NC=C(C=C1)C=1C=NC(=NC1)OC pyridin-2-ylmethyl (trans-4-((tert-butoxycarbonyl)amino)cyclohexyl)(5-(2-methoxypyrimidin-5-yl)pyridin-2-yl)carbamate